COCCCO[SiH2]CCCNC(=O)N N-(3-methoxypropyloxysilylpropyl)urea